N-(4-{4-[5-amino-6-(4,4-difluoropiperidin-1-yl)pyrazin-2-yl]-1H-1,2,3-triazol-1-yl}-3-{6-azaspiro[2.5]octan-6-yl}phenyl)-2-hydroxyethane-1-sulfonamide NC=1N=CC(=NC1N1CCC(CC1)(F)F)C=1N=NN(C1)C1=C(C=C(C=C1)NS(=O)(=O)CCO)N1CCC2(CC2)CC1